(1r,4r)-4-(4-cyclopropylpiperazin-1-yl)cyclohexan-1-amine tris(2,2,2-trifluoroacetate) FC(C(=O)O)(F)F.FC(C(=O)O)(F)F.FC(C(=O)O)(F)F.C1(CC1)N1CCN(CC1)C1CCC(CC1)N